(4-((2-amino-3-chloropyridin-4-yl)oxy)-3-fluorophenyl)-1-(5-methylpyridin-2-yl)-5-(trifluoromethyl)-1H-pyrazole-4-carboxamide NC1=NC=CC(=C1Cl)OC1=C(C=C(C=C1)C1=NN(C(=C1C(=O)N)C(F)(F)F)C1=NC=C(C=C1)C)F